FC(C=1C=C(C=C(C1)C(F)(F)F)NC(=O)C1=CC2=C(B(OC2)O)C=C1)(F)F N-(3,5-bis(trifluoromethyl)phenyl)-1-hydroxy-1,3-dihydrobenzo[c][1,2]oxaborole-5-carboxamide